NC1=C(C(=NN1CC=1C(=NN(C1)C)I)C(=O)OCC)CC ethyl 5-amino-4-ethyl-1-((3-iodo-1-methyl-1H-pyrazol-4-yl) methyl)-1H-pyrazole-3-carboxylate